F[Sb-](F)(F)(F)(F)F.C(C)(=O)OC1=CC=C(C=C1)[S+](C)C 4-Acetyloxyphenyl-dimethylsulfonium hexafluoroantimonate